N-(4-(ethyl-(methyl)amino)-3-(trifluoromethyl)phenyl)acrylamide Sodium [Na].C(C)N(C1=C(C=C(C=C1)NC(C=C)=O)C(F)(F)F)C